ClC=1C=CC2=C([C@@H](C[C@@H](O2)C(=O)NC2CCC(CC2)N2C(N(CC2)C2=NC=C(N=C2)C(F)F)=O)O)C1 |r| rac-(2R-4R)-6-chloro-N-[(1r,4R)-4-{3-[5-(difluoromethyl)pyrazin-2-yl]-2-oxoimidazolidin-1-yl}cyclohexyl]-4-hydroxy-3,4-dihydro-2H-1-benzopyran-2-carboxamide